C(C)(C)(C)OC(=O)N1CCC(CC1)C(C=1OC(=NN1)C1=NC=CC=C1OC)O 4-(hydroxy-(5-(3-methoxypyridin-2-yl)-1,3,4-oxadiazol-2-yl)methyl)piperidine-1-carboxylic acid tert-butyl ester